N4,N4'-bis(3-methylpyridin-4-yl)-[1,1'-biphenyl]-4,4'-dicarboxamide CC=1C=NC=CC1NC(=O)C1=CC=C(C=C1)C1=CC=C(C=C1)C(=O)NC1=C(C=NC=C1)C